OCCC1=C(C=CC(=C1)N)N 2-(β-Hydroxyethyl)-p-phenylendiamin